((4S,5R)-2,2-dimethyl-5-(5-chlorothiophen-2-yl)-1,3-dioxolan-4-yl)methyl sulfamate S(N)(OC[C@@H]1OC(O[C@H]1C=1SC(=CC1)Cl)(C)C)(=O)=O